ClC1=CC=C(OC=2C=C(COC3CC4C(CN(C4)C(=O)N4N=C(C=C4)C(=O)O)C3)C=CC2)C=C1 1-(trans-5-((3-(4-chlorophenoxy)benzyl)oxy)octa-hydrocyclopenta[c]pyrrole-2-carbonyl)-1H-pyrazole-3-carboxylic acid